C(#N)C1=C(C=C(C=C1)C(N(C)C)=O)[C@@H](CC)C=1C=NN(C1)C (1R,2S)-1-(2-cyano-5-(dimethylcarbamoyl)phenyl)-1-(1-methyl-1H-pyrazol-4-yl)propan